2-(1H-indol-5-yloxy)-N-({4-[(2-methoxyethyl)amino]-3-nitrophenyl}sulfonyl)benzamide N1C=CC2=CC(=CC=C12)OC1=C(C(=O)NS(=O)(=O)C2=CC(=C(C=C2)NCCOC)[N+](=O)[O-])C=CC=C1